cis-methyl 3-methyl-1-(picolinamido)cycloheptanecarboxylate C[C@@H]1C[C@](CCCC1)(C(=O)OC)NC(C1=NC=CC=C1)=O